3-methyl-2-[(1-methyl-1,2,3,4-tetrazol-5-yl)sulfanyl]-5-nitrobenzoic acid CC=1C(=C(C(=O)O)C=C(C1)[N+](=O)[O-])SC1=NN=NN1C